n-hexadecyl-dimethyl-benzyl-ammonium chloride [Cl-].C(CCCCCCCCCCCCCCC)[N+](CC1=CC=CC=C1)(C)C